Phenanthrene-8-ol C1=CC=CC=2C3=CC=CC(=C3C=CC12)O